NCC=1C=C(C=CC1)C=1C=C(C2=C(C(=CO2)COC2=C(C=CC=C2)CC(=O)OCC)C1)COC1=CC=CC=C1 ethyl 2-(2-((5-(3-(aminomethyl)phenyl)-7-(phenoxymethyl)benzofuran-3-yl)methoxy)phenyl)acetate